FC(C(=O)O)(F)F.FC(C(=O)O)(F)F.CC1=C(C(=O)N[C@H](C)C2=CC=CC3=CC=CC=C23)C=C(C=C1)NC(CN1CCOCC1)=O (R)-2-methyl-5-(2-morpholinoacetamido)-N-(1-(naphthalen-1-yl)ethyl)benzamide bis(2,2,2-trifluoroacetate)